N,N'-di-tert-butoxycarbonyl-N''-cyclopropylguanidine C(C)(C)(C)OC(=O)NC(=NC1CC1)NC(=O)OC(C)(C)C